(R)-2-amino-3-(3-fluoro-5-(4-(methoxymethyl)-1-methyl-1H-pyrazol-3-yl)benzamido)propanoic acid N[C@@H](C(=O)O)CNC(C1=CC(=CC(=C1)C1=NN(C=C1COC)C)F)=O